FC1=C(C(=O)OCC)C=C(C=C1F)[N+](=O)[O-] ethyl 2,3-difluoro-5-nitrobenzoate